tert-butyl (R)-3-(benzoyloxy)-4-methylenepyrrolidine-1-carboxylate C(C1=CC=CC=C1)(=O)O[C@H]1CN(CC1=C)C(=O)OC(C)(C)C